C(C)(C)(C)OC(=O)N1CCC(CC1)OC=1C=C(C(C(=O)O)=CC1)C(=O)O 4-((1-(tert-Butoxycarbonyl)piperidin-4-yl)oxy)phthalic acid